dimethyl-silanediyl(3-(6-(tert-butoxy)hexyl)-2-methyl-4-phenyl-1H-inden-1-yl)(2-isopropyl-4-phenyl-1H-inden-1-yl)Zirconium dichloride [Cl-].[Cl-].C[Si](=[Zr+2](C1C(=CC2=C(C=CC=C12)C1=CC=CC=C1)C(C)C)C1C(=C(C2=C(C=CC=C12)C1=CC=CC=C1)CCCCCCOC(C)(C)C)C)C